3-acetyl-5-chloropyridine C(C)(=O)C=1C=NC=C(C1)Cl